3-(5-(1H-pyrazol-4-yl)pyridin-2-yl)-1-(3-methoxybenzyl)-2-oxo-1,3,8-triazaspiro[4.5]decane-8-carboxylic acid tert-butyl ester C(C)(C)(C)OC(=O)N1CCC2(CN(C(N2CC2=CC(=CC=C2)OC)=O)C2=NC=C(C=C2)C=2C=NNC2)CC1